N[C@](C(=O)OC(C)C)(CC(C)(C)C)C1=CC(=C(C=C1)Br)F isopropyl (R)-2-amino-2-(4-bromo-3-fluorophenyl)-4,4-dimethylpentanoate